ClC1=NN2C3=C1C(NCCOC1=C(C(NC(=N3)C=C2)C)C=CC=C1)=O chloro-13-methyl-6,7,13,14-tetrahydro-1,15-ethenopyrazolo[4,3-f][1,4,8,10]benzoxatriazacyclotridecin-4(5H)-one